4,6-bis[3,5-bis(mercaptomethylthio)-7-mercapto-2,6-dithiaheptylthio]-1,3-dithiacyclohexane SCSC(SCSC1SCSC(C1)SCSC(CC(SCS)SCS)SCS)CC(SCS)SCS